NC1=C(C=C(C=N1)C1=CC=C(C=C1)C(=O)N1[C@@H](CCC1)CN1CCCC1)OC(C)C1=C(C(=CC=C1F)F)Cl (4-{6-amino-5-[1-(2-chloro-3,6-difluoro-phenyl)-ethoxy]-pyridin-3-yl}-phenyl)-((S)-2-pyrrolidin-1-ylmethyl-pyrrolidin-1-yl)-methanone